5-methoxy-N-((6-methoxy-1-methyl-1H-benzimidazol-7-yl)methyl)thiophene-2-carboxamide COC1=CC=C(S1)C(=O)NCC1=C(C=CC2=C1N(C=N2)C)OC